(5'S,7a'R)-5'-(3,5-difluoro-phenyl)-1-(1-methyl-1H-pyrazole-3-carbonyl)tetra-hydro-3'H-spiro[piperidine-4,2'-pyrrolo[2,1-b]oxazol]-3'-one FC=1C=C(C=C(C1)F)[C@@H]1CC[C@H]2OC3(C(N21)=O)CCN(CC3)C(=O)C3=NN(C=C3)C